(S)-1-phenyl-N-(pyrrolidin-3-yl)methanesulfonamide C1(=CC=CC=C1)CS(=O)(=O)N[C@@H]1CNCC1